tert-Butyl {1-[(5-bromo-1,3-thiazol-2-yl)methyl]piperidin-4-yl}methylcarbamate BrC1=CN=C(S1)CN1CCC(CC1)CNC(OC(C)(C)C)=O